2,3,6,7-tetrahydro-1H-azepine-4-formate N1CCC(=CCC1)C(=O)[O-]